ClC1=CC=C(C=C1)C=1C(CCC2=C(C1C1=CC=C(C=C1)CC1CN(C1)CCCF)C=CC(=C2)C(=O)O)CC 8-(4-chlorophenyl)-7-ethyl-9-(4-((1-(3-fluoropropyl)azetidin-3-yl)methyl)phenyl)-6,7-dihydro-5H-benzo[7]annulene-3-carboxylic acid